5α-hydroxy-6β-[4-(3-aminopropylamino)butylamino]cholest-7-en-3β-ol O[C@]12[C@@H](C=C3[C@@H]4CC[C@H]([C@@H](CCCC(C)C)C)[C@]4(CC[C@@H]3[C@]2(CC[C@@H](C1)O)C)C)NCCCCNCCCN